FC(C1=CC=C(C=C1)S(=O)(=O)N1C=C(C2=CC=CC=C12)C=O)(F)F 1-((4-(trifluoromethyl)phenyl)sulfonyl)-1H-indole-3-carbaldehyde